C12CN(CC(CC1)N2)C2=C(C=C1C[C@@H](COC1=C2)NC(=O)C2=C(C=1C(=NC(=CN1)C)S2)N)F N-((3S)-7-(3,8-diazabicyclo[3.2.1]octan-3-yl)-6-fluorochroman-3-yl)-7-amino-3-methylthieno[2,3-b]pyrazine-6-carboxamide